(3-carbamoyl-5-(6,7-dihydro-5H-cyclopenta[b]pyridin-3-yl)-1H-indol-1-yl)acetic acid C(N)(=O)C1=CN(C2=CC=C(C=C12)C=1C=C2C(=NC1)CCC2)CC(=O)O